3-Butylcycloheptanone C(CCC)C1CC(CCCC1)=O